ClC1=C(C(=C(C=C1OC)OC)Cl)C1=NC=C2C=C(N=CC2=C1)NC1=C(C=CC=C1C)NC(C=C)=O N-(2-((7-(2,6-dichloro-3,5-dimethoxyphenyl)-2,6-naphthyridin-3-yl)amino)-3-methylphenyl)acrylamide